C(#N)C=1C=C2C(=C(C=NC2=CC1)CC(=O)N)N[C@H]1C[C@H](OCC1)C (6-cyano-4-(((2R,4R)-2-methyltetrahydro-2H-pyran-4-yl)amino)quinolin-3-yl)acetamide